C(C)(C)(C)N(C(O)=O)[C@@H](CCC(NCCOCCOCCOCCN(CC#C)CCO)=O)C=1N=NNN1.N1(CCNCC1)C(=O)C1=C(C=CC=C1)CC piperazin-1-yl-(2-ethylphenyl)methanone tert-butyl-(S)-(4-(2-hydroxyethyl)-17-oxo-20-(2H-tetrazol-5-yl)-7,10,13-trioxa-4,16-diazaicos-1-yn-20-yl)carbamate